4-bromo-2-chloro-1,1a,6,6a-tetrahydrocyclopropa[a]indene BrC1=CC=2CC3C(C2C(=C1)Cl)C3